BrC=1C(=C2C(CC[C@@]3(C2=CC1)N=C1N(C=C(C=C1OC(F)F)C#N)C3)O)F (1'S)-6'-bromo-8-(difluoromethoxy)-5'-fluoro-4'-hydroxy-3',4'-dihydro-2'H,3H-spiro[imidazo[1,2-a]pyridine-2,1'-naphthalene]-6-carbonitrile